NC1=C(C(=NN1C(C)C)C1=CC=C(C=C1)CC(=O)NC=1SC(=C(N1)C1=CC=CC=C1)C)C(=O)N 5-Amino-1-isopropyl-3-(4-(2-((5-methyl-4-phenylthiazol-2-yl)amino)-2-oxoethyl)phenyl)-1H-pyrazole-4-carboxamide